(S)-2-(4-(2-aminoethoxy)-1,3-dioxoisoindolin-2-yl)-3-(1H-indol-3-yl)propionic acid NCCOC1=C2C(N(C(C2=CC=C1)=O)[C@H](C(=O)O)CC1=CNC2=CC=CC=C12)=O